N-(5-(3-(7H-pyrrolo[2,3-d]pyrimidin-4-yl)pyridin-2-ylamino)-2-fluorophenyl)-4-chloro-3-(trifluoromethyl)benzamid N1=CN=C(C2=C1NC=C2)C=2C(=NC=CC2)NC=2C=CC(=C(C2)NC(C2=CC(=C(C=C2)Cl)C(F)(F)F)=O)F